Cl.N[C@H]1CN(CCC1)C(=O)C1=CC2=C(N(C(=N2)C2=CC3=C(N=CS3)N2CC2CCC2)C)C(=C1)OC (R)-(3-aminopiperidin-1-yl)(2-(4-(cyclobutylmethyl)-4H-pyrrolo[2,3-d]thiazol-5-yl)-7-methoxy-1-methyl-1H-benzo[d]imidazol-5-yl)methanone hydrochloride